N-[(2R,3S)-1,3-Dihydroxybutan-2-yl]-5-(1-methyl-1H-pyrazol-3-yl)-6-[4-(trifluoromethyl)phenoxy]pyridine-3-carboxamide OC[C@H]([C@H](C)O)NC(=O)C=1C=NC(=C(C1)C1=NN(C=C1)C)OC1=CC=C(C=C1)C(F)(F)F